BrC=1C=C(C(/C=C/C2=C(C=C(C=C2)OCCC(=C)C)O)=O)C=CC1 3'-bromo-2-hydroxy-4-isopentenyloxychalcone